BrC1=CC2=C(C3=CN(N=C13)CC(F)(F)F)C(C(N2)=O)=O 4-bromo-2-(2,2,2-trifluoroethyl)-6H-pyrrolo[3,2-e]indazole-7,8-dione